picolinamide trihydrochloride Cl.Cl.Cl.N1=C(C=CC=C1)C(=O)N